(1R,3S)-3-(3-{[(5-methyl-1,2-oxazol-3-yl)acetyl]amino}-1H-pyrazol-5-yl)cyclopentyl (1-methylcyclopropyl)carbamate CC1(CC1)NC(O[C@H]1C[C@H](CC1)C1=CC(=NN1)NC(CC1=NOC(=C1)C)=O)=O